C(=CC1=CC=CC=C1)C=CC1=CC=CC=C1 styryl-(styrene)